1-((3S,4R)-3-hydroxy-4-((4-(4-(trifluoromethyl)phenyl)phthalazin-1-yl)amino)pyrrolidin-1-yl)prop-2-en-1-one O[C@H]1CN(C[C@H]1NC1=NN=C(C2=CC=CC=C12)C1=CC=C(C=C1)C(F)(F)F)C(C=C)=O